OC=1C(=NC=C(C1C)C=1C=C2C=CC(=NC2=CC1)C)C(=O)NCC(=O)O (3-hydroxy-4-methyl-5-(2-methylquinolin-6-yl)picolinoyl)glycine